4-(1-Cyclohexyl-4-(4-fluorophenyl)-1H-imidazol-5-yl)-N-(4-fluorobenzyl)pyrimidin-2-amine C1(CCCCC1)N1C=NC(=C1C1=NC(=NC=C1)NCC1=CC=C(C=C1)F)C1=CC=C(C=C1)F